C(C)(C)(C)OC=1C=C(C(=NC1)N1C=C(C=C1C)C(=O)NC1=CC(=CC(=C1)NS(=O)(=O)C)Cl)F 1-(5-(tert-butoxy)-3-fluoropyridin-2-yl)-N-(3-chloro-5-(methylsulfonamido)phenyl)-5-methyl-1H-pyrrole-3-carboxamide